6-bromo-8-methyl-2-pyrrolo[1,2-c]pyrimidin-3-yl-3-(2-trimethylsilanyl-ethoxymethyl)-3H-quinazolin-4-one BrC=1C=C2C(N(C(=NC2=C(C1)C)C1=CC=2N(C=N1)C=CC2)COCC[Si](C)(C)C)=O